OC[C@@H]1CN(C(CO1)(C)C)C(=O)OC(C)(C)C tert-butyl (2S)-2-(hydroxymethyl)-5,5-dimethylmorpholine-4-carboxylate